tert-butyl (cyclopropylmethyl)((3R)-1-(2-oxo-1-(1-(1-(5-(pyrrolidin-1-yl)pyridin-3-yl)-1H-pyrazol-4-yl)ethyl)-1,2-dihydropyridin-4-yl)piperidin-3-yl)carbamate C1(CC1)CN(C(OC(C)(C)C)=O)[C@H]1CN(CCC1)C1=CC(N(C=C1)C(C)C=1C=NN(C1)C=1C=NC=C(C1)N1CCCC1)=O